C(C)OC(C1=C(C(=CC=C1)[N+](=O)[O-])NC(=O)OC(C)(C)C)=O ((tert-butoxycarbonyl)amino)-3-nitrobenzoic acid ethyl ester